C(CC)C(CC(=O)OCC)C=1C=NC=CC1 Ethyl β-propyl-3-pyridinepropanoate